1H-benzo[d]imidazol-5-yl 2-fluorobenzoate FC1=C(C(=O)OC2=CC3=C(NC=N3)C=C2)C=CC=C1